6-methoxy-2-((1r,4r)-4-((methyl-(2-(piperidin-4-yl)ethyl)amino)methyl)cyclohexyl)-2H-indazol COC=1C=CC2=CN(N=C2C1)C1CCC(CC1)CN(CCC1CCNCC1)C